(4-bromophenyl)divinyl-phosphine oxide BrC1=CC=C(C=C1)P(C=C)(C=C)=O